5-chloro-2-({[1-(hydroxymethyl)cyclopentyl]amino}methyl)-7,8-dihydro-6H-spiro[[1,3]oxazolo[5,4-f]quinazoline-9,1'-cyclohexan]-7-one ClC=1C=C2C(=C3C1NC(NC31CCCCC1)=O)OC(=N2)CNC2(CCCC2)CO